Di(2,5,8,11,14,17,20,23-octaoxapentacosan-25-yl)amine COCCOCCOCCOCCOCCOCCOCCOCCNCCOCCOCCOCCOCCOCCOCCOCCOC